FC1=C(C=C(C=C1)F)C1=CC=C(C=C1)CC(=O)N(C)C=1SC(=C(N1)C)S(=O)(=O)O 2-(2-(2',5'-difluoro-[1,1'-biphenyl]-4-yl)-N-methylacetamido)-4-methylthiazole-5-sulfonic acid